4-(5-bromo-2-pyridyl)tetrahydropyran-4-carboxamide BrC=1C=CC(=NC1)C1(CCOCC1)C(=O)N